O[C@H]1[C@@H](O)[C@H](O)[C@H](O)[C@@H](O1)C α-(L)-fucose